COC(\C=C\CC[C@@H](C(=O)NC=1C(N(C=CC1)CC(=O)NC1C2CC3CC(CC1C3)C2)=O)NC(=O)C=2OC3=C(C2C)C=CC=C3)=O (S,E)-Methyl-7-(1-(2-(2-adamantylamino)-2-oxoethyl)-2-oxo-1,2-dihydropyridin-3-ylamino)-6-(3-methylbenzofuran-2-carboxamido)-7-oxohept-2-enoat